trans-N-(5-(7'-Fluoro-3-methoxy-3'-methyl-2'-oxo-2',3'-dihydrospiro[cyclobutane-1,1'-pyrrolo[2,3-c]quinolin]-8'-yl)-2-(2-(isopropylamino)ethoxy)pyridin-3-yl)methanesulfonamide FC=1C(=CC=2C3=C(C=NC2C1)N(C(C31CC(C1)OC)=O)C)C=1C=C(C(=NC1)OCCNC(C)C)NS(=O)(=O)C